4-(((tert-butyldimethylsilyl)oxy)methyl)-5-(4,4,5,5-tetramethyl-1,3,2-dioxaborolan-2-yl)-2-(trifluoromethyl)pyridine [Si](C)(C)(C(C)(C)C)OCC1=CC(=NC=C1B1OC(C(O1)(C)C)(C)C)C(F)(F)F